C1(CC1)S(=O)(=O)N1CCC(CC1)N1N=CC(=C1)C=1C=C2CN(N3C(C2=CC1OC)=CC(C(=C3)C(=O)O)=O)C(C)C 9-(1-(1-(cyclopropanesulfonyl)piperidin-4-yl)-1H-pyrazole-4-yl)-6-isopropyl-10-methoxy-2-oxo-6,7-dihydro-2H-pyrido[2,1-a]phthalazine-3-carboxylic acid